1-((R)-2-(3-((2-(4-methoxypiperidin-1-yl)pyrimidin-4-yl)amino)-8-((2R,3S)-2-methyl-3-(2-(methylsulfonyl)propan-2-yl)azetidin-1-yl)isoquinolin-5-yl)azetidin-1-yl)prop-2-en-1-one COC1CCN(CC1)C1=NC=CC(=N1)NC=1N=CC2=C(C=CC(=C2C1)[C@@H]1N(CC1)C(C=C)=O)N1[C@@H]([C@H](C1)C(C)(C)S(=O)(=O)C)C